C[C@@H]1CNC[C@H]2N1CC(C2)OC2=NC=1CCN(CC1C=C2)C(=O)OC(C)(C)C tert-butyl 2-[[(4R,8aS)-4-methyl-1,2,3,4,6,7,8,8a-octahydropyrrolo[1,2-a]pyrazin-7-yl]oxy]-7,8-dihydro-5H-1,6-naphthyridine-6-carboxylate